(ethane-1,2-diyl)bis(stearamide) C(CCCCCCCCCCCCCCCCCCC(=O)N)CCCCCCCCCCCCCCCCCC(=O)N